(R)-2-chloro-N-(4-(difluoromethoxy)-6-(((S)-pyrrolidin-3-yl)oxy)pyridin-2-yl)-8-methyl-8-(trifluoromethyl)-7,8-dihydro-6H-pyrazolo[1,5-a]pyrrolo[2,3-e]pyrimidine-6-carboxamide ClC1=NN2C(N=CC3=C2[C@@](CN3C(=O)NC3=NC(=CC(=C3)OC(F)F)O[C@@H]3CNCC3)(C(F)(F)F)C)=C1